2-amino-N-((1R,2R)-2-hydroxycyclopentyl)-3-methyl-N-((5-(trifluoromethyl)-2-pyridinyl)methyl)-6-quinolinecarboxamide NC1=NC2=CC=C(C=C2C=C1C)C(=O)N(CC1=NC=C(C=C1)C(F)(F)F)[C@H]1[C@@H](CCC1)O